1,1'-biphenyl-d C=1(C(=CC=CC1)[2H])C1=CC=CC=C1